The molecule is a 3',5'-cyclic purine nucleotide that is 3',5'-cyclic AMP in which the hydrogen at position 2 on the purine fragment is replaced by a 6-aminohexylthio group. It is a 3',5'-cyclic purine nucleotide, an adenyl ribonucleotide, a primary amino compound and an aryl sulfide. It derives from a 3',5'-cyclic AMP. C1[C@@H]2[C@H]([C@H]([C@@H](O2)N3C4=NC=NC(=C4N=C3SCCCCCCN)N)O)OP(=O)(O1)O